5-(2-chlorophenoxy)-3-((4-(2-(dimethylamino)ethoxy)benzyl)amino)-4H-benzo[e][1,2,4]thiadiazine 1,1-dioxide ClC1=C(OC2=CC=CC3=C2NC(=NS3(=O)=O)NCC3=CC=C(C=C3)OCCN(C)C)C=CC=C1